FC(C=1C=C(C=CC1)CCC(=O)[O-])(F)F 3-(3-(trifluoromethyl)phenyl)propanoate